Cl.Cl.Cl.N(=NC(C)(C)C(N)=N)C(C)(C)C(N)=N 2,2'-azobis(2-amidinopropane) trihydrochloride